O[C@H](COC=1C=C(C=CC1)S(=O)(=O)NC)CNC1COC2(C1)CCN(CC2)S(=O)(=O)C2=CC(=CC=C2)OC 3-((2S)-2-hydroxy-3-(8-(3-methoxyphenylsulfonyl)-1-oxa-8-azaspiro[4.5]decan-3-ylamino)propoxy)-N-methylbenzenesulfonamide